FC(S(=O)(=O)N)(F)F.FC(S(=O)(=O)N)(F)F.C(C)N1CN(C=C1)C 1-Ethyl-3-methylimidazole bistrifluoromethanesulfonamide salt